(R)-1-(3,5-dichloropyridin-2-yl)ethane-1-amine ClC=1C(=NC=C(C1)Cl)[C@@H](C)N